Methyl 5-((2-((S)-2-((S)-2-(2-aminoacetamido)-3-methylbutanamido)-3-methylbutanamido)ethyl)carbamoyl)-2-(2-(4-fluorophenyl)butanamido)-4-methylthiophene-3-carboxylate NCC(=O)N[C@H](C(=O)N[C@H](C(=O)NCCNC(=O)C1=C(C(=C(S1)NC(C(CC)C1=CC=C(C=C1)F)=O)C(=O)OC)C)C(C)C)C(C)C